2-(2-(2-hydroxyethoxy)ethoxy)fluorene OCCOCCOC1=CC=2CC3=CC=CC=C3C2C=C1